tert-butyl 6-fluoro-3-(3-((6-fluoronaphthalen-1-yl)oxy)propyl)-7-(6-methyl-2,3-dihydropyrazolo[5,1-b]oxazol-7-yl)-1H-indole-2-carboxylate FC1=CC=C2C(=C(NC2=C1C=1C(=NN2C1OCC2)C)C(=O)OC(C)(C)C)CCCOC2=CC=CC1=CC(=CC=C21)F